CN1CCN(CC1)C(=O)C=1N=CN2C1N=NN(C2=O)CCOC(F)(F)F 8-(4-Methylpiperazine-1-carbonyl)-3-(2-(trifluoromethoxy)ethyl)imidazo[5,1-d][1,2,3,5]tetrazin-4(3H)-one